trans-N-(4-((5-chloro-4-(1,2,5,6-tetrahydropyridin-3-yl)pyrimidin-2-yl)amino)cyclohexyl)acetamide ClC=1C(=NC(=NC1)N[C@@H]1CC[C@H](CC1)NC(C)=O)C=1CNCCC1